Bicyclo[3.1.0]hexan-3-amine C12CC(CC2C1)N